C(CCC)C1CCC(CC1)=CCC1OCCO1 2-(2-(4-butylcyclohexylidene)ethyl)-1,3-dioxolan